C(C)OC1=C(C=C2CCN(C(C2=C1)CCC1=CC=NC=C1)C(=O)N1CCOCC1)OC (7-ethoxy-6-methoxy-1-(2-(pyridin-4-yl)ethyl)-3,4-dihydroisoquinolin-2(1H)-yl)(morpholino)methanone